sulfoBochistidine 2,2,2-trichloroethyl-[4-(2,4,6-trifluorophenyl)-1,2-benzoxazol-3-yl]carbamate ClC(CN(C(O)=O)C1=NOC2=C1C(=CC=C2)C2=C(C=C(C=C2F)F)F)(Cl)Cl.S(=O)(=O)(O)N([C@@H](CC2=CNC=N2)C(=O)O)C(=O)OC(C)(C)C